C12(CC3CC(CC(C1)C3)C2)N(CCCCCCCNC=2C=C(C=CC2)C2C(NC(CC2)=O)=O)C 3-(3-((7-((adamantan-1-yl)(methyl)amino)heptyl)amino)phenyl)piperidine-2,6-dione